2-(6-(2,5-Dichloropyrimidin-4-yl)-8-fluoro-3-methyl-3,4-dihydro-5-oxa-1,2a-diazaacenaphthylen-2-yl)propan-2-ol ClC1=NC=C(C(=N1)C1=C2OCC(N3C(=NC(C(=C1)F)=C32)C(C)(C)O)C)Cl